ClC=1N=C(C2=C(N1)N(C=C2)COCC[Si](C)(C)C)N[C@@H]2CC[C@@H](N(C2)C(=O)OCC2=CC=CC=C2)C benzyl (2S,5R)-5-((2-chloro-7-((2-(trimethylsilyl)ethoxy)methyl)-7H-pyrrolo[2,3-d]pyrimidin-4-yl)amino)-2-methylpiperidine-1-carboxylate